trans-3-octadecene-1,18-dicarboxylic anhydride C1C\C=C\CCCCCCCCCCCCCCC(=O)OC1=O